C12CN(CC(CC1)O2)C(=O)N2CC1=C(C=C(C=C1CC2)C=2C=C1C(=NC2)NC=C1Cl)[C@H]1NCCOC1 (8-oxa-3-azabicyclo[3.2.1]octan-3-yl)(6-(3-chloro-1H-pyrrolo[2,3-b]pyridin-5-yl)-8-((R)-morpholin-3-yl)-3,4-dihydroisoquinolin-2(1H)-yl)methanone